O[C@H]1C[C@H](N2N=C(N=C21)C(=O)[O-])C2=CC=CC=C2 cis-7-hydroxy-5-phenyl-6,7-dihydro-5H-pyrrolo[1,2-b][1,2,4]triazole-2-carboxylate